3-(5-{[(4-Fluorophenyl)methyl]amino}-4-methyl-1-(thiophen-3-carbonyl)-1H-pyrazol-3-yl)-4-methyl-1-(morpholin-4-carbonyl)pyrrolidin FC1=CC=C(C=C1)CNC1=C(C(=NN1C(=O)C1=CSC=C1)C1CN(CC1C)C(=O)N1CCOCC1)C